CC1(CCC2=NC=3C(=NC(=CC3)C=3C=NC(=NC3)C(C)(C)O)N21)C2=CC=CC=C2 2-(5-(8-methyl-8-phenyl-7,8-dihydro-6H-pyrrolo[2',1':2,3]imidazo[4,5-b]pyridin-2-yl)pyrimidin-2-yl)propan-2-ol